(R)-7-(2-(((3-chloropyridin-2-yl)amino)methyl)pyrrolidin-1-yl)-6-fluoro-1-(4-hydroxy-phenyl)-4-oxo-1,4-dihydro-quinoline-3-carboxylic acid ClC=1C(=NC=CC1)NC[C@@H]1N(CCC1)C1=C(C=C2C(C(=CN(C2=C1)C1=CC=C(C=C1)O)C(=O)O)=O)F